(S or R)-((3-(2-(5-fluoro-thiophen-2-yl)ethyl)-1-(2-(6-methylpyridin-3-yl)propan-2-yl)pyrrolidin-3-yl)(pyridin-2-yl)methyl)sulfamoyl-amine FC1=CC=C(S1)CCC1(CN(CC1)C(C)(C)C=1C=NC(=CC1)C)[C@@H](C1=NC=CC=C1)NS(=O)(=O)N |o1:23|